(E)-3-(4-chlorostyryl)-5,5-dimethylcyclohex-2-en-1-one ClC1=CC=C(/C=C/C2=CC(CC(C2)(C)C)=O)C=C1